C(C)OC(=O)C=1C=NN(C1C(F)F)C1CN(CCC1)C1=C(C=CC(=C1)Cl)C1=CC=C(C=C1)C1CCN(CC1)C(=O)C1CC1.C(C)C(CO[SiH3])CCCC (2-ethylhexyl)oxysilane Ethyl-1-[1-{4-chloro-4'-[1-(cyclopropanecarbonyl)piperidin-4-yl][1,1'-biphenyl]-2-yl}piperidin-3-yl]-5-(difluoromethyl)-1H-pyrazole-4-carboxylate